3-cyano-4-(1-hydroxyethyl)-5-(2-methyl-1H-benzimidazol-5-yl)benzamide C(#N)C=1C=C(C(=O)N)C=C(C1C(C)O)C1=CC2=C(NC(=N2)C)C=C1